1-methyl-5-(trifluoromethyl)pyrrolidin-2-one CN1C(CCC1C(F)(F)F)=O